N-(1,3-dioxoisoindolin-2-yl)-2-methoxy-N-methylbenzamide O=C1N(C(C2=CC=CC=C12)=O)N(C(C1=C(C=CC=C1)OC)=O)C